C(C)OC1=C(C=CC(=C1)C1=NN=CN1C)NC=1N=CC2=C(N1)C(=NC(=C2)C)N2CCC(CC2)OC N-(2-ethoxy-4-(4-methyl-4H-1,2,4-triazol-3-yl)phenyl)-8-(4-methoxypiperidin-1-yl)-6-methylpyrido[3,4-d]pyrimidin-2-amine